2-(1H-imidazol-1-yl)-N-(4-(2-methoxyethoxy)cyclohexyl)-6-(trifluoromethyl)pyrimidine-4-carboxamide N1(C=NC=C1)C1=NC(=CC(=N1)C(=O)NC1CCC(CC1)OCCOC)C(F)(F)F